N-(1-(4-(2-(Pyrrolidine-1-carbonyl)-4-(trifluoromethyl)phenoxy)piperidine-1-carbonyl)-1H-pyrazol-3-yl)methanesulfonamide N1(CCCC1)C(=O)C1=C(OC2CCN(CC2)C(=O)N2N=C(C=C2)NS(=O)(=O)C)C=CC(=C1)C(F)(F)F